Benzyl 2-acetamido-3,6-di-O-benzyl-2-deoxy-α-D-glucopyranoside C(C)(=O)N[C@H]1[C@@H](OCC2=CC=CC=C2)O[C@@H]([C@H]([C@@H]1OCC1=CC=CC=C1)O)COCC1=CC=CC=C1